6-chloro-N2,N2,N4,N4-tetramethyl-1,3,5-triazine-2,4-diamine ClC1=NC(=NC(=N1)N(C)C)N(C)C